C(C)C1=C(C(=C(C=C1)C(C(=O)OCC1=CC(=NN1C)C(C)C)(F)F)F)[C@@H](C)N (3-Isopropyl-1-methyl-1H-Pyrazole-5-yl)Methanol ethyl-{3-[(1R)-1-aminoethyl]-2-fluorophenyl}(difluoro)acetate